C(C)(C)(C)OC(=O)N1CCN(C2=CC=CC(=C12)C)C1=CC2=C(N=C(N=C2)NC2CCC2)N(C1=O)C1=CC=C(C=C1)N(C)CCN(C)C 4-[2-(cyclobutylamino)-8-[4-[2-(dimethylamino)ethyl-methyl-amino]phenyl]-7-oxo-pyrido[2,3-d]pyrimidin-6-yl]-8-methyl-2,3-dihydroquinoxaline-1-carboxylic acid tert-butyl ester